C(C)(C)C1OC2(OC1)CC1=C(C=C(S1)N)CC2 Isopropyl-2-amino-4,7-dihydro-5H-spiro[benzothiophene-6,2'-[1,3]dioxolane]